(R)-5,7-dimethyl-N-(7-(piperazin-1-yl)chroman-3-yl)pyrazolo[1,5-a]pyridine CC1=CC=2N(C(=C1)C)N(CC2)[C@H]2COC1=CC(=CC=C1C2)N2CCNCC2